methyl hydrogen (3-((6-amino-2-(3-aminopropoxy)-8-hydroxy-9H-purin-9-yl)methyl)benzyl)phosphonate NC1=C2N=C(N(C2=NC(=N1)OCCCN)CC=1C=C(CP(OC)(O)=O)C=CC1)O